The molecule is the streptothricin acid obtained by hydrolysis of the lactam group of streptothricin D. It is a conjugate base of a streptothricin D acid (pH 7.3). C(C[C@@H](CC(=O)NCCC[C@@H](CC(=O)NCCC[C@@H](CC(=O)N[C@@H]1[C@@H]([C@H]([C@H](O[C@H]1NC2=N[C@@H]([C@H](N2)[C@@H](CN)O)C(=O)O)CO)OC(=O)N)O)N)N)N)CN